CNC1=C(C=CC=C1)O o-(methylamino)phenol